COC(=O)C=1C=2CCN(C2C=CC1)C(NC1=CC2=C(NC(N2)=O)C=C1)=O ((2-oxo-2,3-dihydro-1H-benzo[d]imidazol-5-yl)carbamoyl)indoline-4-carboxylic acid methyl ester